Cl.CN1C[C@@H](CCC1)N(S(=O)=O)NC=1C=NN(C1)C(C)C N-[(3R)-1-Methylpiperidin-3-yl]-N-[1-(propan-2-yl)-1H-pyrazol-4-yl]amino-sulfonamide hydrochloride